8-cyclopentyl-2-((1-((6-hydroxyhexyl)sulfonyl)piperidin-4-yl)amino)-7-oxo-7,8-dihydropyrido[2,3-d]pyrimidine-6-carbonitrile C1(CCCC1)N1C(C(=CC2=C1N=C(N=C2)NC2CCN(CC2)S(=O)(=O)CCCCCCO)C#N)=O